methyl 5-(5-bromo-3-nitropyridin-2-yl)-3-methylthiophene-2-carboxylate BrC=1C=C(C(=NC1)C1=CC(=C(S1)C(=O)OC)C)[N+](=O)[O-]